OC=1C=C2C=CC(=CC2=CC1)C(C1=CC=CC=C1)(C1=CC=CC=C1)C1=CC2=CC=C(C=C2C=C1)O bis-(6-hydroxy-2-naphthyl)-diphenylmethane